FC=1C=C2C(C(N(C2=CC1)C)=O)=NCC(F)(F)F 5-fluoro-1-methyl-3-((2,2,2-trifluoroethyl)imino)-1H-indol-2-one